N3-(5-amino-2-methylpyridin-3-yl)-N6-(2-methoxypyridin-3-yl)-1-methyl-1H-pyrazolo[3,4-d]pyrimidine-3,6-diamine NC=1C=C(C(=NC1)C)NC1=NN(C2=NC(=NC=C21)NC=2C(=NC=CC2)OC)C